FC=1C(=C(C(=CC1)F)C1=C(C=C2C(=NC(N(C2=C1)C=1C(=NC=CC1OCCO)C(C)C)=O)N1C[C@H](N(C[C@@H]1C)C(=O)OC(C)(C)C)C)F)O tert-butyl (2R,5S)-4-(7-(3,6-difluoro-2-hydroxyphenyl)-6-fluoro-1-(4-(2-hydroxyethoxy)-2-isopropylpyridin-3-yl)-2-oxo-1,2-dihydroquinazolin-4-yl)-2,5-dimethylpiperazine-1-carboxylate